FC=1C=C2C=C(NC2=CC1)C(=O)N1[C@@H]([C@@H]2[C@H](C1)CCC2)C(=O)N[C@H](C[C@H]2C(NCC2)=O)C(COC(F)(F)F)=O (1S,3ar,6as)-2-(5-fluoro-1H-indole-2-carbonyl)-N-((R)-3-oxo-1-((S)-2-oxopyrrolidin-3-yl)-4-(trifluoromethoxy)butan-2-yl)octahydrocyclopenta[c]pyrrole-1-carboxamide